OC=1C=C2C(CNC2=CC1)(CC)CCNC(C)=O N-[2-(5-Hydroxy-3-ethyl-1H-indol-3-yl)ethyl]acetamide